2,6-dihydroxy-N,N,5'-trimethyl-2'-(prop-1-en-2-yl)-4-propyl-1',2',3',4'-tetrahydro-[1,1'-biphenyl]-3-sulfonamide OC1=C(C(=CC(=C1S(=O)(=O)N(C)C)CCC)O)C1C(CCC(=C1)C)C(=C)C